Cl.ClC=1C=NC(=NC1)CN 1-(5-chloropyrimidin-2-yl)methylamine hydrochloride